COC(=O)C1(CC1)C=C methyl vinylcyclopropanecarboxylate